2-chloro-4-cyclopropyl-6-(3-(dimethylamino)piperidin-1-yl)pyridine-3,5-dicarbonitrile ClC1=NC(=C(C(=C1C#N)C1CC1)C#N)N1CC(CCC1)N(C)C